propan-2-yl-(3E)-2,2-dimethyl-3-{3-[6-(methylamino)pyridin-2-yl]prop-2-yn-1-ylidene}pyrrolidine CC(C)N1C(/C(/CC1)=C/C#CC1=NC(=CC=C1)NC)(C)C